Methyl 9-(4-chloro-2-fluoroanilino)-[1,3]thiazolo[5,4-f]quinazoline-2-carboximidate ClC1=CC(=C(NC2=NC=NC3=CC=C4C(=C23)SC(=N4)C(OC)=N)C=C1)F